6-(3-(difluoromethoxy)phenethyl)-4-hydroxypyridazin-3(2H)-one FC(OC=1C=C(CCC=2C=C(C(NN2)=O)O)C=CC1)F